CC1=C(C(=CC=C1)C)N1N=CC(=C1)C1=NC=CC=C1 2-[1-(2,6-dimethyl-phenyl)-1H-pyrazol-4-yl]-pyridine